ClC1=NC=C2C=CN=C(C2=C1)C=1C(=C2C=NN(C2=CC1)CC(C)(O)C)C 1-(5-(7-chloro-2,6-naphthyridin-1-yl)-4-methyl-1H-indazol-1-yl)-2-methylpropan-2-ol